(1r,4r)-N-(2-(benzyloxy)cyclopropyl)-4-hydroxycyclohexane-1-carboxamide C(C1=CC=CC=C1)OC1[C@@H](C1)NC(=O)C1CCC(CC1)O